C(C1=CC=CC=C1)OC(C)C1=C(C(=CC(=C1)Cl)F)S(=O)(=O)NC(C(=O)[O-])C(C)C1=C(C(=CC=C1F)C)C 2-[1-(benzyloxy)ethyl]-4-chloro-6-fluorobenzenesulfonamido-3-(6-fluoro-2,3-dimethylphenyl)butanoate